CC1=NOC=C1C=1C=C2C=CN(C(C2=CC1)=O)CC=1C=C(C(=O)NCC2CCN(CC2)C)C=CC1 3-((6-(3-Methylisoxazol-4-yl)-1-oxoisoquinolin-2(1H)-yl)methyl)-N-((1-methylpiperidin-4-yl)methyl)benzamide